1-(3-methylbenzofuran-2-yl)-2,2-dimethylhex-5-en-1-one CC1=C(OC2=C1C=CC=C2)C(C(CCC=C)(C)C)=O